C(#N)C1=C(SC=2CN(CCCC21)CC2=CC(=CC=C2)F)NC(CC2=CC=C(C=C2)S(N)(=O)=O)=O N-(3-Cyano-7-(3-fluorobenzyl)-5,6,7,8-tetrahydro-4H-thieno[2,3-c]azepin-2-yl)-2-(4-sulfamoylphenyl)acetamid